eicosyl-phosphate C(CCCCCCCCCCCCCCCCCCC)OP(=O)([O-])[O-]